C(C1=CC=CC=C1)OC(=O)N1CCO[C@@H]([C@H](C1)OC)COCC.CC1=C(C(=O)NC2=C(C=CC=C2)C)C=CC(=C1)S(N[C@H](C)C1CCNCC1)(=O)=O (R)-2-methyl-4-(N-(1-(piperidin-4-yl)ethyl)sulfamoyl)-N-(o-tolyl)benzamide Benzyl-(6S,7R)-7-(ethoxymethyl)-6-methoxy-1,4-oxazepane-4-carboxylate